FC(C1=C(C=C2CCCN(C2=C1)C=1C2=CN(C=C2C=C(C1)C1CCC(CC1)SC)C(C)=O)C=1C=NN(C1)C)F 1-(4-(7-(difluoromethyl)-6-(1-methyl-1H-pyrazol-4-yl)-3,4-dihydroquinolin-1(2H)-yl)-6-(4-(methylthio)cyclohexyl)isoindol-2-yl)ethan-1-one